2-methoxy-5-(3-methoxyprop-1-yn-1-yl)pyridine COC1=NC=C(C=C1)C#CCOC